NC[C@H]1C[C@H](C1)NC(OC(C)(C)C)=O tert-butyl (cis-3-(aminomethyl)cyclobutyl)carbamate